N-(cis-2-(((cis-4-isopropylcyclohexyl)oxy)methyl)-1-((4-oxopyridazin-1(4H)-yl)acetyl)piperidin-3-yl)methanesulfonamide C(C)(C)[C@H]1CC[C@H](CC1)OC[C@@H]1N(CCC[C@@H]1NS(=O)(=O)C)C(CN1N=CC(C=C1)=O)=O